[Si](C)(C)(C(C)(C)C)OCC(CCCCC(C(=O)[O-])(C)C1=CC(=CC=C1)I)(C)C.N[C@@H](CCCC[NH3+])C(=O)O (S)-5-Amino-5-carboxypentan-1-aminium 8-((tert-butyldimethylsilyl)oxy)-2-(3-iodophenyl)-2,7,7-trimethyloctanoate